8-amino-6-butoxy-3-(5-(pyrrolidin-1-yl)pentyl)-3,4-dihydropyrimido[5,4-d]pyrimidine NC1=NC(=NC2=C1N=CN(C2)CCCCCN2CCCC2)OCCCC